bis(naphthalen-2-yl)-N4,N4'-diphenyl-[1,1'-biphenyl]-4,4'-diamine C1=C(C=CC2=CC=CC=C12)C=1C(=C(C=CC1NC1=CC=CC=C1)C1=CC=C(C=C1)NC1=CC=CC=C1)C1=CC2=CC=CC=C2C=C1